CN(C1CCC2(CCN(CC2)C(COC2=CC=C(C#N)C=C2)=O)CC1)C=1C2=C(N=CN1)NC=C2 4-(2-(9-(Methyl(7H-pyrrolo[2,3-d]pyrimidin-4-yl)amino)-3-azaspiro[5.5]undecan-3-yl)-2-oxoethoxy)benzonitril